C(#N)C=1C=C(C=CC1)C(CN1NC(=NC1)C(=O)[O-])=O 2-(3-cyanophenyl-2-oxoethyl)-1H-1,2,4-triazole-5-carboxylate